C1(CC1)C1=NC2=CC=CC=C2N=C1C=1C=NNC1 2-cyclopropyl-3-(1H-pyrazol-4-yl)quinoxaline